C=C1C(C(=C2C=CC=CC2=C1)C1=CC=CC2=CC=CC=C12)O methylenebinaphthol